4-(((R)-1-(3-((R/S)-3-(dimethylamino)-1,1-difluoro-2-hydroxy-2-methylpropyl)-2-fluorophenyl)ethyl)amino)-8-methoxy-2,6,8-trimethyl-6,8-dihydro-7H-pyrrolo[2,3-g]quinazolin-7-one CN(C[C@@](C(F)(F)C=1C(=C(C=CC1)[C@@H](C)NC1=NC(=NC2=CC3=C(C=C12)N(C(C3(C)OC)=O)C)C)F)(C)O)C |&1:3|